ClC1=CC2=C(C(C=3NC4=CC(=CC=C4C3C2=O)C#C)(C)C)C=C1N1CCC(CC1)N(C)C 9-chloro-8-(4-(dimethylamino)piperidin-1-yl)-3-ethynyl-6,6-Dimethyl-5,6-dihydro-11H-benzo[b]carbazol-11-one